tri-tert-butyl (Z)-11-(3-((5-(4-(2-(diethylamino) ethoxy) phenyl)-4,5-diphenylpent-4-en-1-yl) oxy)-2-hydroxypropyl)-1,4,8,11-tetraazacyclotetradecane-1,4,8-tricarboxylate C(C)N(CCOC1=CC=C(C=C1)\C(=C(\CCCOCC(CN1CCN(CCCN(CCN(CCC1)C(=O)OC(C)(C)C)C(=O)OC(C)(C)C)C(=O)OC(C)(C)C)O)/C1=CC=CC=C1)\C1=CC=CC=C1)CC